2,6-difluoro-p-methoxybenzonitrile FC1=C(C#N)C(=CC(=C1)OC)F